ClC[C@@H](COC1=CC=C(C=C1)/C=C/C(=O)C1=CC=CC=C1)O (E)-3-[4-[(2R)-3-Chloro-2-hydroxypropoxy]phenyl]-1-phenylprop-2-en-1-one